FC=1C=CC=C2C=C(C=C(C12)B(O)O)OCOC (8-Fluoro-3-(methoxymethoxy)naphthalen-1-yl)boronic acid